CC=1C=C(C=CC1C)NC(CSC=1NC=C(N1)C(=O)OCC)=O ethyl 2-((2-((3,4-dimethylphenyl) amino)-2-oxoethyl) thio)-1H-imidazole-4-carboxylate